ClC=1C(=NC=C(C1)Cl)OC1CCC2(C(NC3=CC=C(C(=C23)F)C(=O)NCC)=O)CC1 Cis-4-((3,5-dichloropyridin-2-yl)oxy)-N-ethyl-4'-fluoro-2'-oxospiro[cyclohexane-1,3'-indoline]-5'-carboxamide